tert-butyl 3-[2-({1-[2-(2,6-dioxopiperidin-3-yl)-1-oxo-3H-isoindol-4-yl]-1,2,3-triazol-4-yl}methoxy)ethoxy]propanoate O=C1NC(CCC1N1C(C2=CC=CC(=C2C1)N1N=NC(=C1)COCCOCCC(=O)OC(C)(C)C)=O)=O